4-Benzyl-morpholine-2-carboxylic acid C(C1=CC=CC=C1)N1CC(OCC1)C(=O)O